methyl-ethyl-oxirane CC1(OC1)CC